(2Z,6E)-2,6-dimethyl-10-methylidene-2,6,11-dodecatrien-1-ol C/C(/CO)=C/CC\C(=C\CCC(C=C)=C)\C